3-(phenylmethoxy)benzaldehyde C1(=CC=CC=C1)COC=1C=C(C=O)C=CC1